4-((5-fluoropyridin-2-yl)methoxy)-1-(5-(methyl-d3)-2,3,4,5-tetrahydro-1H-pyrido[4,3-b]indol-7-yl-1,1,3,3-d4)pyridin-2(1H)-one FC=1C=CC(=NC1)COC1=CC(N(C=C1)C=1C=CC=2C3=C(N(C2C1)C([2H])([2H])[2H])CC(NC3([2H])[2H])([2H])[2H])=O